2-Hydroxy-2-methyl-1-propanol OC(CO)(C)C